(2R)-2-(benzylamino)-2-(tetrahydrofuran-2-yl)ethan-1-ol C(C1=CC=CC=C1)N[C@H](CO)C1OCCC1